1-ethyl-3-methylimidazolium dimethylphosphate COP(=O)(OC)[O-].C(C)N1C=[N+](C=C1)C